4-(2-chloro-6-(3,5-dimethyl-1H-pyrazol-1-yl)pyridin-4-yl)morpholine tert-butyl-((2-phenylpropanoyl)oxy)carbamate C(C)(C)(C)OC(NOC(C(C)C1=CC=CC=C1)=O)=O.ClC1=NC(=CC(=C1)N1CCOCC1)N1N=C(C=C1C)C